BrC1=CC(=C(C=C1)C1(CCC1)O)C([2H])([2H])[2H] 1-(4-bromo-2-(methyl-d3)phenyl)cyclobutan-1-ol